FC=1C=C(C=C(C1)F)[C@@H]1CC[C@H]2OC3(C(N21)=O)CCN(CC3)C(=O)C3=CN=C2N3N=CC=C2 (5'S,7a'R)-5'-(3,5-difluorophenyl)-1-(imidazo[1,2-b]-pyridazine-3-carbonyl)tetrahydro-3'H-spiro[piperidine-4,2'-pyrrolo[2,1-b][1,3]oxazol]-3'-one